7-(2-amino-2,3-dihydro-1H-inden-5-yl)-3-((1-(4,4-difluoro-3-(3-fluoro-1H-pyrazol-1-yl)butyryl)-4-hydroxypiperidin-4-yl)methyl)imidazo[2,1-f][1,2,4]triazin-4(3H)-one hydrochloride Cl.NC1CC2=CC=C(C=C2C1)C1=CN=C2C(N(C=NN21)CC2(CCN(CC2)C(CC(C(F)F)N2N=C(C=C2)F)=O)O)=O